trifluoromethyl-difluorosulfonamide FC(F)(F)S(=O)(=O)N(F)F